COC1=CC=C(C=N1)NC(O[C@H](C)[C@H](C)OC1=CC2=C(N=C(S2)C=2C=C(C=C3C=C(C=NC23)OC)Cl)C=C1F)=O (2R,3S)-3-((2-(6-chloro-3-methoxyquinolin-8-yl)-5-fluorobenzo[d]thiazol-6-yl)oxy)butan-2-yl (6-methoxypyridin-3-yl)carbamate